FC1=C(C(=C(C=C1F)C)N)N 3,4-difluoro-6-methylbenzene-1,2-diamine